4-(Octadecylamino)-4-oxobutanoic acid [(2S,6R)-6-(5-methyl-2,4-dioxo-3,4-dihydropyrimidin-1(2H)-yl) morpholin-2-yl]Methyl ester CC=1C(NC(N(C1)[C@@H]1O[C@@H](CNC1)COC(CCC(=O)NCCCCCCCCCCCCCCCCCC)=O)=O)=O